CNCC1(CCCC1)C(=O)O 1-((methylamino)methyl)cyclopentanecarboxylic acid